ClCC(=O)O 2-Chloroacetic acid